oxygen hafnium titanium carbon [C].[Ti].[Hf].[O]